bis(4-diethoxyethyl-silylbutyl)urea C(C)OC(CC(CCCNC(NCCCC(CC(OCC)OCC)[SiH3])=O)[SiH3])OCC